(phosphooxy)heptanoate P(=O)(=O)OC(C(=O)[O-])CCCCC